C1(CC1)CC1=C(CNC2=NC(=NC=C2C(=O)N)NC=2C=NN(C2)C)C=CC=C1 4-((2-(cyclopropylmethyl)benzyl)amino)-2-((1-methyl-1H-pyrazol-4-yl)amino)pyrimidin-5-carboxamide